iso-amyl acetate (3-methylbutyl acetate) CC(CCCC(=O)O)C.C(C)(=O)OCCC(C)C